CN1CC(C1)(C)[C@@](C=1C=C(C=NC1)C#CC1(CC1)N1C(OCC1)=O)(C1=CC=C(C=C1)C(C)C)O 3-(1-{5-[(R)-(1,3-Dimethyl-azetidin-3-yl)-hydroxy-(4-isopropyl-phenyl)-methyl]-pyridin-3-ylethynyl}-cyclopropyl)-oxazolidin-2-one